IC=1N=C(N(C1I)CCNC(OC(C)(C)C)=O)C1CCOCC1 tert-Butyl 2-(4,5-diiodo-2-(tetrahydro-2H-pyran-4-yl)-1H-imidazol-1-yl)ethylcarbamate